2-Chloro-1-(4-(4-((1-(2-fluorophenyl)ethyl)amino)-6-(methylamino)-1,3,5-triazin-2-yl)piperazin-1-yl)ethan-1-one ClCC(=O)N1CCN(CC1)C1=NC(=NC(=N1)NC(C)C1=C(C=CC=C1)F)NC